C(=C)[Rh] vinyl-rhodium